6-chloro-N2-cyclopentyl-N3-sec-butyl-pyridine-2,3-diamine ClC1=CC=C(C(=N1)NC1CCCC1)NC(C)CC